CN1CC(N(CC1)C(=O)C1=C(C=C(C=C1)NC(=O)C1CC1)C=1SC(=CC1)C(F)(F)F)C1=CC=CC=C1 N-[4-(4-methyl-2-phenylpiperazine-1-carbonyl)-3-[5-(trifluoromethyl)thiophen-2-yl]phenyl]cyclopropanecarboxamide